S(=O)(=O)(O)CCCCOCCCCS(=O)(=O)O Bis(4-sulfobutyl) ether